3-(tert-butyl)-1-((4-(3-(1,1-difluoroethyl)-1-methyl-1H-pyrazol-5-yl)bicyclo[2.2.2]octan-1-yl)methyl)-1-(4'-isopropoxy-[1,1'-biphenyl]-3-yl)urea C(C)(C)(C)NC(N(C=1C=C(C=CC1)C1=CC=C(C=C1)OC(C)C)CC12CCC(CC1)(CC2)C2=CC(=NN2C)C(C)(F)F)=O